4-bromo-5-fluoro-7-nitro-2,3-dihydrobenzofuran BrC1=C(C=C(C2=C1CCO2)[N+](=O)[O-])F